5-(TRIFLUOROMETHYL)THIOPHENE-3-BORONIC ACID FC(C1=CC(=CS1)B(O)O)(F)F